CO[C@H](CNCC1=NN2C(C(N1C)=O)=CC=C2)C 2-((((S)-2-methoxypropyl)amino)methyl)-3-methylpyrrolo[2,1-f][1,2,4]triazin-4(3H)-one